2-((1R,3s,5S)-3-(7-chloro-1-methyl-2,3-dioxo-2,3-dihydropyrido[2,3-b]pyrazine-4(1H)-yl)-8-azabicyclo[3.2.1]octane-8-yl)pyrimidine-5-carbonitrile ClC1=CC2=C(N(C(C(N2C)=O)=O)C2C[C@H]3CC[C@@H](C2)N3C3=NC=C(C=N3)C#N)N=C1